2-phenylmethyl-2-oxoethyl-2-amino-2-oxoethyl-2-phenylmethyl-2-oxoethyl-2-oxoacetate C1(=CC=CC=C1)CC(CC(C(=O)CC1=CC=CC=C1)(C(C(=O)[O-])=O)CC(=O)N)=O